OC1=CC=C(C=C1)C1=COC=C1C1=C(C=CC=C1)N1C=NC=C1 3-(4-hydroxyphenyl)-4-((1H-imidazol-1-yl)phenyl)furan